4-{4-[(2-Fluorophenyl)methoxy]-3-methoxyphenyl}-2H,4H,5H,6H,7H-pyrazolo[3,4-b]pyridin-6-one FC1=C(C=CC=C1)COC1=C(C=C(C=C1)C1C=2C(NC(C1)=O)=NNC2)OC